N1(C=NC=C1)CC=1C=C(C=C(C1)C(F)(F)F)NC1=NOC2=C1C=CC(=C2C#CC2=CN=C1N2N=CC=C1)C N-(3-((1H-imidazol-1-yl)methyl)-5-(trifluoromethyl)phenyl)-7-(imidazo[1,2-b]pyridazin-3-ylethynyl)-6-methylbenzo[d]isoxazol-3-amine